(R)-4-((1-(hydroxymethyl)cyclobutyl)amino)-2-(2-(pyridin-2-yl)-6,7-dihydrothiazolo[5,4-c]pyridin-5(4H)-yl)-6,7-dihydroxythieno[3,2-d]pyrimidine 5-oxide OCC1(CCC1)NC=1C2=C(N=C(N1)N1CC3=C(CC1)N=C(S3)C3=NC=CC=C3)C(=C([S@@]2=O)O)O